1-(7-(3,4-dimethoxyphenyl)pyrazolo[1,5-a]pyrimidine-2-carbonyl)pyrrolidin-3-one COC=1C=C(C=CC1OC)C1=CC=NC=2N1N=C(C2)C(=O)N2CC(CC2)=O